(propylcyclopentadienyl)hafnium (IV) dichloride [Cl-].[Cl-].C(CC)C1(C=CC=C1)[Hf+3]